7-(3-(2,6-difluoropyridin-4-yl)-7,8-dihydro-1,6-naphthyridin-6(5H)-yl)-2,8-dimethyl-4H-pyrimido[1,2-b]pyridazin-4-one FC1=NC(=CC(=C1)C=1C=NC=2CCN(CC2C1)C=1C(=CC=2N(N1)C(C=C(N2)C)=O)C)F